1-methylpentyl bromoformate BrC(=O)OC(CCCC)C